(2R,3R,4S)-2-[2-chloro-6-[(6-methyl-3-pyridyl)methylamino]purin-9-yl]tetrahydrothiophene ClC1=NC(=C2N=CN(C2=N1)[C@@H]1SCCC1)NCC=1C=NC(=CC1)C